[3-(methacryloyloxy)propyl]triisopropoxysilane C(C(=C)C)(=O)OCCC[Si](OC(C)C)(OC(C)C)OC(C)C